[Ir+3].C(=O)(O)C1=CC=C(C=C1)C=1C=CC(=NC1)C1=NC=C(C=C1)C1=CC=C(C=C1)C(=O)O (5,5'-bis(4-carboxy-phenyl)-2,2'-bipyridine) iridium (III)